C1(CC1)C(CNC=1N=CC2=C(N1)NC=C2C=2C=C(C=1N(C2)C(=CN1)C)F)(F)F N-(2-cyclopropyl-2,2-difluoroethyl)-5-(8-fluoro-3-methylimidazo[1,2-a]pyridin-6-yl)-7H-pyrrolo[2,3-d]pyrimidin-2-amine